CN1N=NC(=C1C(=O)OC)C1=NC(=C(C=C1)N(S(=O)(=O)C)C([2H])([2H])[2H])C methyl 1-methyl-4-(6-methyl-5-(N-(methyl-d3)methylsulfonamido)pyridin-2-yl)-1H-1,2,3-triazole-5-carboxylate